ClC(C1=NC(=NO1)C1=CC(=CC=C1)I)(Cl)Cl 5-(trichloromethyl)-3-(3-iodophenyl)-1,2,4-oxadiazole